3-fluoro-N-(6-(2-fluoro-6-methylphenyl)benzo[d]thiazol-2-yl)cyclobutane-1-carboxamide FC1CC(C1)C(=O)NC=1SC2=C(N1)C=CC(=C2)C2=C(C=CC=C2C)F